ClC=1C=CC(=NC1)C1(OC2=C(O1)C=CC=C2C2CCC(OC2)CC2=NC1=C(N2C[C@H]2OCC2)C=C(C=C1)C(=O)O)C 2-((5-(2-(5-chloropyridin-2-yl)-2-methylbenzo[d][1,3]dioxol-4-yl)tetrahydro-2H-pyran-2-yl)methyl)-1-(((S)-oxetan-2-yl)methyl)-1H-benzo[d]imidazole-6-carboxylic acid